C(C)(C)(C)C1=CC=C(C=C1)C(C(=O)NCC1=C2CN(C(C2=CC(=C1)F)=O)C1C(NC(CC1)=O)=O)=O 2-(4-(tert-butyl)phenyl)-N-((2-(2,6-dioxopiperidin-3-yl)-6-fluoro-1-oxoisoindolin-4-yl)methyl)-2-oxoacetamide